COC1=C(C=C2C=CC(=NC2=C1)C)C1=CN=C(N1)[C@H](CCCCCC(=O)C=1OC=CN1)NC(=O)C1(OCCCC1)C N-[(1S)-1-[5-(7-methoxy-2-methylquinolin-6-yl)-1H-imidazol-2-yl]-7-(1,3-oxazol-2-yl)-7-oxoheptyl]-2-methyltetrahydro-2H-pyran-2-carboxamide